1,5-anhydro-2,3-dideoxy-3-(6-(4-((1-hydroxy-2-methylpropan-2-yl)carbamoyl)benzyl)-7,8-dimethyl-4-oxoquinazolin-3(4H)-yl)-L-threo-pentitol OCC(C)(C)NC(=O)C1=CC=C(CC=2C=C3C(N(C=NC3=C(C2C)C)[C@H]2CCOC[C@@H]2O)=O)C=C1